1-(6-Chloro-5-fluoro-4-methylpyridin-3-yl)ethan-1-ol ClC1=C(C(=C(C=N1)C(C)O)C)F